CC(CC(CCC)(O)C)O 1,3,5-trimethyl-1,3-pentanediol